sodium octenylsuccinate salt C(=CCCCCCC)C(C(=O)[O-])CC(=O)[O-].[Na+].[Na+]